COC=1C=C(C=CC1OC)C1=C(C=C(C=C1)N1CCC(CC1)C)C=1N=NNN1 N-(3',4'-dimethoxy-2-(2H-tetrazol-5-yl)-[1,1'-biphenyl]-4-yl)-4-methylpiperidine